6-{6-[(tert-butylamino)methyl]-2-(2,4-difluorophenyl)-4,5,6,7-tetrahydropyrazolo[1,5-a]pyrimidin-3-yl}-2-(2-methylphenyl)pyridazin-3(2H)-one C(C)(C)(C)NCC1CNC=2N(C1)N=C(C2C=2C=CC(N(N2)C2=C(C=CC=C2)C)=O)C2=C(C=C(C=C2)F)F